6-(tert-butoxycarbonylamino)-3-iodo-6,7-dihydro-5H-thieno[3,2-b]pyran-2-carboxylic acid C(C)(C)(C)OC(=O)NC1CC2=C(OC1)C(=C(S2)C(=O)O)I